(4S*,7S*)-Benzyl 6-(3-(tert-butoxy)-2,2-dimethyl-3-oxopropyl)-5-oxohexahydropyrrolo[3,4-b][1,4]oxazine-4(4aH)-carboxylate C(C)(C)(C)OC(C(CN1CC2OCCN(C2C1=O)C(=O)OCC1=CC=CC=C1)(C)C)=O